2-PHENYLPROP-2-YLISOCYANIDE C1(=CC=CC=C1)C(C)(C)[N+]#[C-]